FC1=C(C=C(C=C1)C1(CC1)N(C(OCC)=O)C[C@@H]1NCCC1)C(F)(F)F ethyl (R)-(1-(4-fluoro-3-(trifluoromethyl)phenyl)cyclopropyl)(pyrrolidin-2-ylmethyl)carbamate